C(=C)N[C@@H](CC1=CC=C(C=C1)Cl)C(=O)O N-vinyl-L-4-chlorophenylalanine